ClCCCCOC1OCCCC1 2-(4-chloro-butoxy)tetrahydro-2H-pyran